ClC=1C(=CC(=C(CN[C@H](CO)C(=O)O)C1)OCC=1C=NC=C(C1)C#N)NCC1=C(C(=CC=C1)C1=CC2=C(OCCO2)C=C1)C (5-chloro-2-((5-cyanopyridin-3-yl)methoxy)-4-((3-(2,3-dihydrobenzo[b][1,4]dioxin-6-yl)-2-methylbenzyl)amino)-benzyl)-D-serine